3-bromo-pyridine-2-carboxylic acid methyl ester COC(=O)C1=NC=CC=C1Br